2-[6-({1-[(tert-butoxy)carbonyl]azetidin-3-ylidene}methyl)-1-methyl-1H-indazol-4-yl]-5-fluorobenzoic acid C(C)(C)(C)OC(=O)N1CC(C1)=CC1=CC(=C2C=NN(C2=C1)C)C1=C(C(=O)O)C=C(C=C1)F